BrC=1C=C(SC1CC)CCO 2-(4-bromo-5-ethyl-2-thienyl)ethanol